N1(CCC1)C=1N=C(C2=C(N1)N=CC=C2)NCC=2C(=NC=CC2)C(F)(F)F 2-(azetidin-1-yl)-N-((2-(trifluoromethyl)pyridin-3-yl)methyl)pyrido[2,3-d]pyrimidin-4-amine